C(#N)C=1C=C(C=NC1)[C@H]1N(OCC1)C(=O)C1CCN(CC1)C1=NC(=NC=C1)C#N 4-[4-[(3S)-3-(5-Cyano-3-pyridyl)isoxazolidine-2-carbonyl]-1-piperidyl]pyrimidine-2-carbonitrile